Cl.CS(=O)(=O)CCN1CCC(CC1)N 1-(2-methanesulfonylethyl)piperidin-4-amine hydrochloride